4-cyano-4-(dodecylsulfanyl)thiolanoic acid C(#N)C1(CC(SC1)C(=O)O)SCCCCCCCCCCCC